ClC1=C(C(=CC=C1)Cl)NC(CN(CC1=NC2=CC=CC=C2C(N1)=O)CC)=O N-(2,6-dichlorophenyl)-2-(ethyl-((4-oxo-3,4-dihydroquinazolin-2-yl)methyl)amino)acetamide